tridecyl L-leucinate N[C@@H](CC(C)C)C(=O)OCCCCCCCCCCCCC